N1[C@H](CCC1)COC1=NC=CC=C1 2-[(2R)-pyrrolidin-2-ylmethoxy]Pyridine